2-(4-Bromo-2-fluorophenoxy)-4-(trifluoromethyl)pyrimidine BrC1=CC(=C(OC2=NC=CC(=N2)C(F)(F)F)C=C1)F